ClC1=NC=CC2=CC(=C(C=C12)NC(CCC(=O)OC)=O)OC methyl 4-((1-chloro-6-methoxyisoquinolin-7-yl) amino)-4-oxobutanoate